C(CCC)C1CCC(CC1)C1=CC=C(C=C1)C1=NC=C(C=C1Cl)N=C=S 2-[4-(4-butylcyclohexyl)phenyl]-3-chloro-5-isothiocyanato-pyridine